O=C1NC(CCC1N1C(C2=CC=CC(=C2C1=O)N1CCN(CC1)CC1CN(C1)C1=CC(=NC=N1)N1N=CC2=CC=C(C=C12)C1(CC2(CC2)C1)C#N)=O)=O 5-(1-(6-(3-((4-(2-(2,6-dioxopiperidin-3-yl)-1,3-dioxoisoindolin-4-yl)piperazin-1-yl)methyl)azetidin-1-yl)pyrimidin-4-yl)-1H-indazol-6-yl)spiro[2.3]hexane-5-carbonitrile